trimethyl-3-Cyclopentene CC1C(CC=C1)(C)C